C(C)OC(CC(C=1C=C(C2=C(CCO2)C1)CO)C1=C(C2=C(N(N=N2)C)C(=C1)C1CC1)C)=O 3-(7-Cyclopropyl-1,4-dimethyl-1H-benzotriazol-5-yl)-3-[7-(hydroxymethyl)-2,3-dihydro-1-benzofuran-5-yl]propionic acid ethyl ester